C(#N)C=1C=C(C=NC1NC(CC#N)=O)C=1C=C(C=CC1)[C@@H](C(=O)NC=1SC(=CN1)CC)C (S)-2-(3-(5-cyano-6-(2-cyanoacetamido)pyridin-3-yl)phenyl)-N-(5-ethylthiazol-2-yl)propanamide